The molecule is dianion of alpha-ribazole 5'-phosphate arising from deprotonation of the phosphate OH groups; major species at pH 7.3. It is a conjugate base of an alpha-ribazole 5'-phosphate. CC1=CC2=C(C=C1C)N(C=N2)[C@@H]3[C@@H]([C@@H]([C@H](O3)COP(=O)([O-])[O-])O)O